dicyclohexyl-[[5-(dicyclohexylphosphanylmethyl)pyridin-4-yl]methyl]phosphane C1(CCCCC1)P(CC1=CC=NC=C1CP(C1CCCCC1)C1CCCCC1)C1CCCCC1